3-Oxo-3-(1-pyrrolidinyl)propionitrile O=C(CC#N)N1CCCC1